BrC=1C(=C(C=C(C1)C)N(C(CC)=O)C)C=O N-(3-bromo-2-formyl-5-methylphenyl)-N-methylpropionamide